3,4-dinitrofurazanyl oxide [N+](=O)([O-])C1N(ON=C1[N+](=O)[O-])ON1ON=C(C1[N+](=O)[O-])[N+](=O)[O-]